2-[(3-Fluoro-4-methoxybenzyl)sulfanyl]-1-methyl-1H-benzimidazole-5-sulfonamide FC=1C=C(CSC2=NC3=C(N2C)C=CC(=C3)S(=O)(=O)N)C=CC1OC